4-(trifluoromethyl)-1H-benzo[d]imidazole-6-carboxylic acid FC(C1=CC(=CC=2NC=NC21)C(=O)O)(F)F